1-methyl-2-propylpyrrolium cyanide [C-]#N.C[NH+]1C(=CC=C1)CCC